ClC1=C(C=C(C=C1)C1=CN(C2=NC(=CC=C21)C(=O)N2C(CN(CC2)C2=NC(=C(C(=O)OC)C(=C2)C)C)(C)C)C[C@H]2OCCC2)F methyl (S)-6-(4-(3-(4-chloro-3-fluorophenyl)-1-((tetrahydrofuran-2-yl)methyl)-1H-pyrrolo[2,3-b]pyridine-6-carbonyl)-3,3-dimethylpiperazin-1-yl)-2,4-dimethylnicotinate